O1C2(OCC1)CC1=C(N=C(S1)N)CC2 4,7-Dihydro-5H-spiro[benzo[d]thiazole-6,2'-[1,3]dioxolan]-2-amine